(R)-5-bromopyridine-3-sulfinic acid isopropyl ester C(C)(C)O[S@@](=O)C=1C=NC=C(C1)Br